CC1=NC(=CC(=N1)N1CCC(CC1)C=1N=C(C2=C(N1)OC(=C2C(=O)N)C)NC2(CC2)C)C [1-(2,6-dimethylpyrimidin-4-yl)piperidin-4-yl]-6-methyl-4-[(1-methylcyclopropyl)amino]furo[2,3-d]pyrimidine-5-carboxamide